((4R,5R)-2,2-dimethyl-1,3-dioxolane-4,5-diyl)bis(diphenylmethanol) CC1(O[C@H]([C@@H](O1)C(O)(C1=CC=CC=C1)C1=CC=CC=C1)C(O)(C1=CC=CC=C1)C1=CC=CC=C1)C